CN(C(CCC1=CSC=C1)=O)C N,N-dimethyl-3-thiophenepropanamide